C1(=CC=CC=C1)B(C1=CC=CC=C1)C1=CC=CC=C1 triPhenylborane